N1B=CC=C1 azaborol